4-(bis(4-fluorophenyl)methyl)-5-(hydroxymethyl)-2-methylpiperazine FC1=CC=C(C=C1)C(N1CC(NCC1CO)C)C1=CC=C(C=C1)F